N,N,N'-Trimethyl-N'-((1S,2S)-2-methyl-1-{(2S,5S)-4-oxo-2-[(1H-[1,2,3]triazol-4-ylmethyl)-carbamoyl]-1,2,4,5,6,7-hexahydro-azepino[3,2,1-hi]indol-5-ylcarbamoyl}-butyl)-malonamide CN(C(CC(=O)N([C@@H]([C@H](CC)C)C(N[C@H]1CCC=2C=CC=C3C[C@H](N(C23)C1=O)C(NCC=1N=NNC1)=O)=O)C)=O)C